2-chloro-4-iodo-3,5-dimethylbenzonitrile ClC1=C(C#N)C=C(C(=C1C)I)C